C(C)(=O)N1CCC2(CC(C2)CNC2=C(C=C(C=C2)S(=O)(=O)NC(C2=CC=C(C=C2)N2CCN(CC2)[C@@H]2CCCCC3=C2C=CC=C3Cl)=O)[N+](=O)[O-])CC1 (R)-N-((4-(((7-acetyl-7-azaspiro[3.5]nonan-2-yl)methyl)amino)-3-nitrophenyl)sulfonyl)-4-(4-(1-chloro-6,7,8,9-tetrahydro-5H-benzo[7]annulen-5-yl)piperazin-1-yl)benzamide